(3,3-dimethyl-2,3-dihydro-1-benzofuran-5-yl)methylamine CC1(COC2=C1C=C(C=C2)CN)C